ClC=1C=C(C=C(C1F)Cl)C1(CC(=NO1)N1CC=2C=NC(=CC2C1)C(=O)NC(C)(C#C)C)C(F)(F)F 2-(5-(3,5-dichloro-4-fluorophenyl)-5-(trifluoromethyl)-4,5-dihydroisoxazol-3-yl)-N-(2-methylbut-3-yn-2-yl)-2,3-dihydro-1H-pyrrolo[3,4-c]pyridine-6-carboxamide